CC(CC1CCC(CC1)O)C1CCC(CC1)O 4,4'-(1-methylethylene)bis-cyclohexanol